1,3,5-triallyl-1,3,5-triazinone C(C=C)N1C(N(CN(C1)CC=C)CC=C)=O